BrC1=CC=C2C=CC(=CC2=C1)C1=CC=CC=C1 7-Bromo-2-Phenylnaphthalene